C(C)(C)(C)OC(=O)N1CCN(CC1)CCCC(=O)OCC 4-(4-ethoxy-4-oxobutyl)piperazine-1-carboxylic acid tert-butyl ester